(S)-5-(2-(((R)-2-(3-Fluorophenyl)-2-hydroxyethyl)amino)-2-methylpropyl)-piperidin-2-one hydrochloride Cl.FC=1C=C(C=CC1)[C@H](CNC(C[C@@H]1CCC(NC1)=O)(C)C)O